CN1CCOB(OCC1)CC#CCCC(C)C 6-methyl-2-(6-methylhept-2-yn-1-yl)-1,3,6,2-dioxazaborocan